C(C\C=C/CC)CC(=O)O.C(C\C=C/CC)OC(C)=O Acetic acid-Cis-3-hexenyl ester (Cis-3-Hexenyl acetate)